N-(1-(4-(2-(2-Aminopyridin-3-yl)-5-phenyl-3H-imidazo[4,5-b]pyridin-3-yl)benzyl)piperidin-4-yl)-3-cyanopicolinamide NC1=NC=CC=C1C1=NC=2C(=NC(=CC2)C2=CC=CC=C2)N1C1=CC=C(CN2CCC(CC2)NC(C2=NC=CC=C2C#N)=O)C=C1